1,2-dipropanoylhydrazine C(CC)(=O)NNC(CC)=O